C(C1=CC=CC=C1)C1N=C(OC(C1)(C)C)C=1C=NC2=C(C(=CC=C2C1)F)F 4-benzyl-2-(7,8-difluoro-3-quinolyl)-6,6-dimethyl-4,5-dihydro-1,3-oxazine